ClC=1N(N=C2N(C(N(C(C21)=O)C)=O)CC2=CC=C(C=C2)OC)CC2=CC=C(C=C2)C2=NC(=CC=C2)F 3-chloro-2-(4-(6-fluoropyridin-2-yl)benzyl)-7-(4-methoxybenzyl)-5-methyl-2H-pyrazolo[3,4-d]pyrimidine-4,6(5H,7H)-dione